Indole-1-acetic acid N1(C=CC2=CC=CC=C12)CC(=O)O